C1(=CC=CC=C1)P(C1=CC=CC2=NC3=CC=CC(=C3N=C12)P(C1=CC=CC=C1)C1=CC=CC=C1)C1=CC=CC=C1 4,6-bis(diphenylphosphino)phenazine